CNCC=1C=CC(=C(C1)NS(=O)(=O)C1=CC=CC=C1)N1C=CC=C1 N-(5-((methylamino)methyl)-2-(1H-pyrrole-1-yl)phenyl)benzenesulfonamide